ClC1=C(CNC2=NC3=C(N2)C=CC=C3)C=CC=C1 N-(2-chlorobenzyl)-1H-benzimidazol-2-amine